O(C)C1=C(C(=O)N)C=CC=C1 methoxyl-benzamide